C1(CCC(CC1)C(=O)OCCCCCCCCCC)C(=O)OCCCCCCCCCC di(decyl) cyclohexane-1,4-dicarboxylate